Tert-butyl (1R,2S)-2-(1-(tert-butoxycarbonyl)-3-((3-ethoxy-5-(methylsulfonyl)pyridin-2-yl)amino)-1H-indazol-6-yl)-5'-chloro-2'-oxospiro[cyclopropane-1,3'-indoline]-1'-carboxylate C(C)(C)(C)OC(=O)N1N=C(C2=CC=C(C=C12)[C@@H]1C[C@@]12C(N(C1=CC=C(C=C21)Cl)C(=O)OC(C)(C)C)=O)NC2=NC=C(C=C2OCC)S(=O)(=O)C